C(C)(C)(C)OC(=O)N(N)C(=O)C=1C=C2[C@H](CCN(C2=CC1)C(=O)OC(C)(C)C)C tert-butyl (4S)-6-{N-[(tert-butoxy)carbonyl]hydrazinecarbonyl}-4-methyl-1,2,3,4-tetrahydroquinoline-1-carboxylate